1-(2-methoxy-7Z,21Z-octacosadienyl)-sn-glycero-3-phosphoserine CCCCCC/C=C\CCCCCCCCCCCC/C=C\CCCCC(COC[C@H](COP(=O)(O)OC[C@@H](C(=O)O)N)O)OC